((4-Chloropyrimidin-5-yl)oxy)-5-fluoro-N-isopropyl-N-methylbenzamide ClC1=NC=NC=C1OC1=C(C(=O)N(C)C(C)C)C=C(C=C1)F